epoxybisphenol A (methyl)acrylate COC(C=C)=O.OC=1C2=C(C(=CC1)C(C)(C)C1=CC=C(C=C1)O)O2